CC=1C(=NC=C(C1)OC1=C(C(=C(C=C1)F)F)OC)C(F)(F)F methyl-5-(3,4-difluoro-2-methoxy-phenoxy)-2-(trifluoromethyl)pyridine